4-[4-(4-methoxyphenyl)piperidin-1-yl]-1-methyl-2-oxo-1,2-dihydroquinoline-3,6-dinitrile COC1=CC=C(C=C1)C1CCN(CC1)C1=C(C(N(C2=CC=C(C=C12)C#N)C)=O)C#N